C(C)(=O)C=1C(OC2=C(C1)C=C(C=C2C=2SC1=C(N2)C=CC=C1)C)=O 3-acetyl-8-(benzo[d]thiazol-2-yl)-6-methyl-2H-benzopyran-2-one